1-(3,5-difluoro-2-hydroxymethylphenyl)-3-(3-fluoro-5-trifluoromethoxyphenyl)urea FC=1C(=C(C=C(C1)F)NC(=O)NC1=CC(=CC(=C1)OC(F)(F)F)F)CO